CC1(CCC1)CN1N=CC(=C1)NC(=O)C=1N=C(SC1)C=1C=NNC1 N-{1-[(1-methylcyclobutyl)methyl]-1H-pyrazol-4-yl}-2-(1H-pyrazol-4-yl)-1,3-thiazole-4-carboxamide